C(C)(C)(C)N1CCN(CC1)C1=CC=C2N=C3C(C4=C(C(C3=NC2=C1)=O)N=CC=C4)=O 9-(4-(tert.-Butyl)piperazin-1-yl)pyrido[2,3-b]phenazin-5,12-dion